FC(C)(F)C1=NC=CC(=N1)NC1=CC(=NC=C1C1=NC=2N(C=C1)N=CC2)NC(C)=O N-(4-((2-(1,1-difluoroethyl)pyrimidin-4-yl)amino)-5-(pyrazolo[1,5-a]pyrimidin-5-yl)pyridin-2-yl)acetamide